BrC1=C(C=C2C(=NC(=NC2=C1)O)O)Cl 7-bromo-6-chloroquinazoline-2,4-diol